C(=O)(O)C(CC=1C=C(CN(CC2=CNC3=CC=C(C=C23)CC(C(=O)O)C2CNCC2)CC2=CNC3=CC=C(C=C23)CC(C(=O)O)C2CNCC2)C=CC1)C1CNCC1 3,3'-((((3-(2-carboxy-2-(pyrrolidin-3-yl)ethyl)benzyl)azanediyl)bis(methylene))bis(1H-indole-3,5-diyl))bis(2-(pyrrolidin-3-yl)propanoic acid)